4-Cyclobutyl-2-methyl-5-(2H-1,2,3-triazol-4-yl)benzoic acid C1(CCC1)C1=CC(=C(C(=O)O)C=C1C1=NNN=C1)C